1-(5-bromo-3-chloropyridin-2-yl)-5-(trifluoromethyl)-1H-pyrazole-4-carboxylic acid ethyl ester C(C)OC(=O)C=1C=NN(C1C(F)(F)F)C1=NC=C(C=C1Cl)Br